4-(6-(phosphonomethyl)-1,2,4,5-tetrazin-3-yl)benzoic acid P(=O)(O)(O)CC1=NN=C(N=N1)C1=CC=C(C(=O)O)C=C1